1,20-eicosanediamine C(CCCCCCCCCCCCCCCCCCCN)N